(S)-2-(pyrrolidin-3-ylsulfanyl)-5-(trifluoromethyl)pyridine hydrochloride Cl.N1C[C@H](CC1)SC1=NC=C(C=C1)C(F)(F)F